ClC1=C2C=CN(C2=CC(=C1)N1C=CC2=CC(=CC=C12)F)CC1=CC(=NC=C1)OC 4'-chloro-5-fluoro-1'-[(2-methoxypyridin-4-yl)methyl]-1,6'-biindole